C(C)OC1=CC=C(C=C1)C1=CN=CC(=N1)C(=O)NOCC1=C(C=CC(=C1)OC)O 6-(4-ethoxyphenyl)-N-((2-hydroxy-5-methoxybenzyl)oxy)pyrazine-2-carboxamide